tert-butyl-N-methyl-2-(6-{2-[(oxacyclohex-4-yl)amino]-5-(trifluoromethyl)pyrimidin-4-yl}-1-oxo-2,3-dihydro-1H-isoindol-2-yl)acetamide C(C)(C)(C)C(C(=O)NC)N1C(C2=CC(=CC=C2C1)C1=NC(=NC=C1C(F)(F)F)NC1CCOCC1)=O